N-(5-chloro-3-fluoro-2-methylisonicotinoyl)-O-(3-(2-(5,6,7,8-tetrahydro-1,8-naphthyridin-2-yl)ethyl)cyclobutyl)-homoserine ClC1=CN=C(C(=C1C(=O)N[C@@H](CCOC1CC(C1)CCC1=NC=2NCCCC2C=C1)C(=O)O)F)C